CC1=C(C=2N(C=CC2S1)CC1=CC=C(C=C1)C(F)(F)F)C(=O)NC1(CC1)C1=CC=C(C(=O)O)C=C1 4-(1-{[2-methyl-4-(4-trifluoromethyl-benzyl)-4H-thieno[3,2-b]pyrrole-3-carbonyl]amino}cyclopropyl)benzoic acid